ammonium chloride ammonium salt [NH4+].[Cl-].[NH4+].[Cl-]